6-bromo-4,7-dichloro-3-(3-fluoro-5-methyl-phenyl)-cinnoline BrC=1C=C2C(=C(N=NC2=CC1Cl)C1=CC(=CC(=C1)C)F)Cl